(4r,5r)-2,2-dimethyl-1,3-dioxolane CC1(OCCO1)C